C(C)(=O)OC1=CC=C2C=CCC2=C1 6-indenyl acetate